5-(5-((7-ethyl-6-oxa-5H-1,5-naphthyridin-3-yl)methyl)-2,5-diazabicyclo[4.2.0]octane-2-yl)pyridine-2-carbonitrile C(C)C=1ONC=2C=C(C=NC2C1)CN1CCN(C2CCC12)C=1C=CC(=NC1)C#N